(2S,4R)-5-(3-((S)-2-((S)-2-aminopropionylamino)propionylamino)-4-hydroxyphenyl)-4-((tert-butoxycarbonyl)amino)2-methylpentanoic acid N[C@H](C(=O)N[C@H](C(=O)NC=1C=C(C=CC1O)C[C@@H](C[C@@H](C(=O)O)C)NC(=O)OC(C)(C)C)C)C